C(C)OC1=NC=CC=C1C=1C=C(C=2N(N1)C(=NC2C(C)C)C)NCC2=NC=C(C=N2)F (2-ethoxy-3-pyridyl)-N-[(5-fluoropyrimidin-2-yl)methyl]-5-isopropyl-7-methyl-imidazo[1,5-b]pyridazin-4-amine